N[C@@H]1C2=CC=CC=C2CC12CCN(CC2)C=2C(=NC(=C(N2)C)C2=C(C(=CC=C2)Cl)Cl)C(=O)N (S)-3-(1-amino-1,3-dihydrospiro[indene-2,4'-piperidine]-1'-yl)-6-(2,3-dichlorophenyl)-5-methylpyrazine-2-carboxamide